(5S)-3-Oxo-2-{[2-(trifluoromethyl)-1,3-thiazol-4-yl]methyl}-2,3,5,6,7,8-hexahydro[1,2,4]triazolo[4,3-a]pyridin O=C1N(N=C2N1CCCC2)CC=2N=C(SC2)C(F)(F)F